O=C1C2(NC3=CC=CC=C3N1)CCN(CC2)C(=O)[O-] 3'-oxo-3',4'-dihydro-1'H-spiro[piperidine-4,2'-quinoxaline]-1-carboxylate